ClC1=CC=C(C=N1)NC1=NC=CC2=CC(=CC=C12)CC1=NC=CC=C1 N-(6-chloropyridin-3-yl)-6-(pyridin-2-ylmethyl)isoquinolin-1-amine